FC(C)(F)C=1N=CN(C(C1OC1=C(C#N)C=C(C=C1)C)=O)CC1=CC=C(C=C1)OC ((4-(1,1-difluoroethyl)-1-(4-methoxybenzyl)-6-oxo-1,6-dihydropyrimidin-5-yl)Oxy)-5-methylbenzonitrile